CC1=CC=2C(C3=CC=C(C=C3SC2C(=C1)C)C)=O 2,4,6-trimethylthioxanthone